4-(t-butoxycarbonyloxy)-3-bromo-phenylboronic acid pinacol ester C(C)(C)(C)OC(=O)OC1=C(C=C(C=C1)B1OC(C)(C)C(C)(C)O1)Br